3-(1-{5-[(4-methoxyphenyl)methoxy] pentyl}-4-methyl-1H-benzotriazol-5-yl)propanoate COC1=CC=C(C=C1)COCCCCCN1N=NC2=C1C=CC(=C2C)CCC(=O)[O-]